2,2-difluoro-1-(1H-pyrrol-2-yl)ethan-1-ol FC(C(O)C=1NC=CC1)F